2-chloro-N-(5-(3,4,5-trimethoxyphenyl)pyridin-2-yl)quinazolin-4-amine ClC1=NC2=CC=CC=C2C(=N1)NC1=NC=C(C=C1)C1=CC(=C(C(=C1)OC)OC)OC